NC1=C(C=CC=C1)NC(OC(C)(C)C)=O tert-Butyl (2-aminophenyl)carbamate